[W](I)(I)(I)(I)(I)I tungsten(VI) iodide